3-(4-(2-hydroxyethyl)phenyl)piperidine-2,6-dione OCCC1=CC=C(C=C1)C1C(NC(CC1)=O)=O